C(\C=C/C(=O)O)(=O)O.C(\C=C/C(=O)O)(=O)O.C(\C=C/C(=O)O)(=O)O.OCC(CO)(CO)CO pentaerythritol trimaleate